BrC1=C(C=CC(=C1)C#N)NC(C(C)(C)N1N=CC(=C1)C#CC1CN(C1)C=1C=C2C(N(C(C2=CC1)=O)C1C(NC(CC1)=O)=O)=O)=O N-(2-bromo-4-cyanophenyl)-2-(4-((1-(2-(2,6-dioxopiperidin-3-yl)-1,3-dioxoisoindolin-5-yl)azetidin-3-yl)ethynyl)-1H-pyrazol-1-yl)-2-methylpropanamide